4-[8-(3-hydroxycyclobutyl)-2-methylsulfonyl-7-oxo-pyrido[2,3-d]pyrimidin-6-yl]-8-methyl-2,3-dihydroquinoxaline-1-carboxylic acid tert-butyl ester C(C)(C)(C)OC(=O)N1CCN(C2=CC=CC(=C12)C)C1=CC2=C(N=C(N=C2)S(=O)(=O)C)N(C1=O)C1CC(C1)O